FC(CC1=CC=C2C=NN=C(C2=C1)N1CC2(C1)CCN(CC2)C(=O)OC(C)(C)C)(F)F tert-Butyl 2-[7-(2,2,2-trifluoroethyl)phthalazin-1-yl]-2,7-diazaspiro[3.5]nonane-7-carboxylate